Isoquinoline-5-formate C1=NC=CC=2C(=CC=CC12)C(=O)[O-]